OC(CC)(O)O trihydroxypropan